FC=1C(=C(C=CC1)N1C(C=C(CC1)O)=O)OC N-(3-fluoro-2-methoxyphenyl)-4-hydroxy-2-oxo-1,2,5,6-tetrahydropyridine